COC=1C=C(C=C(C1OC)OC)C=1C=C2C=CC(C=3C=CC=C(C1)C32)=O 5-(3,4,5-Trimethoxyphenyl)-1H-phenalen-1-one